FC=1C=NC=C(C1)C1=C(C(=CC=C1)S(=O)(=O)C)N1CCC(CC1)C1=NN=CN1C 3-Fluoro-5-(2-(4-(4-methyl-4H-1,2,4-triazol-3-yl)piperidin-1-yl)-3-methylsulfonylphenyl)pyridine